1-(3,5-difluorobenzyl)-6-(3-(3-methoxyoxetan-3-yl)-5H-pyrrolo[2,3-b]pyrazin-5-yl)-2-methyl-1H-imidazo[4,5-b]pyridine FC=1C=C(CN2C(=NC3=NC=C(C=C32)N3C=CC=2C3=NC(=CN2)C2(COC2)OC)C)C=C(C1)F